tert-Butyl 4-(1-methoxy-1-oxopropan-2-yl)piperazine-1-carboxylate COC(C(C)N1CCN(CC1)C(=O)OC(C)(C)C)=O